Methyl 7-isopropyl-3-methylazulene-1-carboxylate C(C)(C)C1=CC=CC2=C(C=C(C2=C1)C(=O)OC)C